(Z)-3-(1-(4-amino-2-fluorobut-2-en-1-yl)-6-(pyrrolidine-1-carbonyl)-1H-benzo[d][1,2,3]triazol-4-yl)-N-cyclopropylbenzenesulfonamide hydrochloride Cl.NC\C=C(\CN1N=NC2=C1C=C(C=C2C=2C=C(C=CC2)S(=O)(=O)NC2CC2)C(=O)N2CCCC2)/F